FC1(CN(CC1(C)C)C=1N(N=C2C1C=NC=C2C#N)C=2C(=NC(=NC2)OC)OC)F (3,3-difluoro-4,4-dimethyl-pyrrolidin-1-yl)-2-(2,4-dimethoxypyrimidin-5-yl)pyrazolo[4,3-c]pyridine-7-carbonitrile